2-chloro-N4-(2-(pyrrolidin-1-ylmethyl)benzyl)quinolin-3,4-diamine ClC1=NC2=CC=CC=C2C(=C1N)NCC1=C(C=CC=C1)CN1CCCC1